N-((2S,3S,4R)-3,4-dihydroxy-1-(((2S,3R,4S,5R,6R)-3,4,5-trihydroxy-6-(hydroxymethyl)tetrahydro-2H-pyran-2-yl)oxy)octadecan-2-yl)-10-((tetrahydro-2H-pyran-4-yl)oxy)decanamide O[C@@H]([C@H](CO[C@H]1O[C@@H]([C@@H]([C@@H]([C@H]1O)O)O)CO)NC(CCCCCCCCCOC1CCOCC1)=O)[C@@H](CCCCCCCCCCCCCC)O